OC=1C=CC(=NC1)N1CCN(CC1)C(C=C(C1=CC=C(C=C1)OC)C1=CC=C(C=C1)OC)=O 1-[4-(5-Hydroxy-2-pyridyl)piperazin-1-yl]-3,3-bis(4-methoxyphenyl)prop-2-en-1-one